N1,N3-bis(6-((3-(1,1,1,5,5,5-hexamethyl-3-((trimethylsilyl)oxy)trisiloxan-3-yl)propyl)amino)-6-oxohexyl)-N1,N1,N3,N3-tetramethylpropane-1,3-diaminium dibromide [Br-].[Br-].C[Si](O[Si](O[Si](C)(C)C)(O[Si](C)(C)C)CCCNC(CCCCC[N+](CCC[N+](C)(C)CCCCCC(NCCC[Si](O[Si](C)(C)C)(O[Si](C)(C)C)O[Si](C)(C)C)=O)(C)C)=O)(C)C